6-(3-Chloro-phenyl)-pyrimidine-4-carboxylic acid [1,3,4]thiadiazol-2-ylamide S1C(=NN=C1)NC(=O)C1=NC=NC(=C1)C1=CC(=CC=C1)Cl